Dimethyl-benzofuranone CC1=CC=CC2=C1C(C(O2)=O)C